dihydro-oxazolo[5,4-d]pyrrolo[1,2-a]pyrimidin-9(5H)-one N1COC=2N=C3N(C(C21)=O)C=CC3